C(C)OC(=O)C=1N(C2=CC=C(C=C2C1)[N+](=O)[O-])CCCC 1-Butyl-5-nitro-1H-indole-2-carboxylic acid ethyl ester